C1(=CC=C(C=C1)N=C=O)C1=CC=CC=C1 4-Biphenylylisocyanat